OCC1CC2C(C(=NO2)C=2C=CC3=C(CC(O3)C)C2)C1 5-[5-(hydroxymethyl)3aH,4H,5H,6H,6aH-cyclopenta[d][1,2]oxazol-3-yl]-2-methyl-2,3-dihydro-1-benzofuran